CC1(OC[C@@H](O1)[C@@H]([C@H](CC=O)O[Si](C(C)C)(C(C)C)C(C)C)C)C (3S,4S)-4-((S)-2,2-dimethyl-1,3-dioxolan-4-yl)-3-((triisopropylsilyl)oxy)pentanal